diphenyl-(o-acetylphenyl)sulfonium C1(=CC=CC=C1)[S+](C1=C(C=CC=C1)C(C)=O)C1=CC=CC=C1